NCC=1C=C2C=CC(NC2=CC1)=O 6-(aminomethyl)quinolone